C(C)(C)NCC(=O)N1[C@@H](CCC1)C(=O)NC=1SC2=C(N1)C=CC(=C2)OC(F)(F)F (S)-1-(isopropylglycyl)-N-(6-(trifluoromethoxy)benzo[d]thiazol-2-yl)pyrrolidine-2-carboxamide